2-(4-(2-((1-(cyclobutylmethyl)-1H-benzo[d]imidazol-2-yl)amino)-2-oxoethyl)-2-fluorophenoxy)pyridine-3-carboxamide C1(CCC1)CN1C(=NC2=C1C=CC=C2)NC(CC2=CC(=C(OC1=NC=CC=C1C(=O)N)C=C2)F)=O